[1,2,4]triazin-1-oxide [N+]1(=NC=NC=C1)[O-]